p-(trifluoromethyl)phenylboronic acid B(C1=CC=C(C=C1)C(F)(F)F)(O)O